N1CCC(CC1)N1N=CC=2C1=NC=CC2N2CNCC=C2 1-(1-(Piperidin-4-yl)-1H-pyrazolo[3,4-b]pyridin-4-yl)dihydropyrimidine